C1=CC=CC=2C3=CC=CC=C3C(C12)COC(=O)N(N(C)CC=1N(C2=CC=CC=C2C1)CCC(NCC(NCC(NCC(N(C(C(=O)[O-])C)C)=O)=O)=O)=O)C 15-(2-((2-(((9H-fluoren-9-yl)methoxy)carbonyl)-1,2-dimethylhydrazinyl)methyl)-1H-indol-1-yl)-2,3-dimethyl-4,7,10,13-tetraoxo-3,6,9,12-tetraazapentadecan-1-oate